1-[(R)-1-(2,6-dimethyl-phenyl)-pyrrolidin-3-yl]-3-(2-trifluoromethyl-benzyl)-3,5-dihydro-1h-imidazo[4,5-c]pyridine-2,4-dione CC1=C(C(=CC=C1)C)N1C[C@@H](CC1)N1C(N(C=2C(NC=CC21)=O)CC2=C(C=CC=C2)C(F)(F)F)=O